CN1C=NC=2N=CN(C(C12)=O)CC1=NC(=NO1)C1[C@H]2CN(C[C@@H]12)C1=CC=C(C#N)C=C1 4-((1R,5S,6R)-6-(5-((7-methyl-6-oxo-6,7-dihydro-1H-purin-1-yl)methyl)-1,2,4-oxadiazol-3-yl)-3-azabicyclo[3.1.0]hexan-3-yl)benzonitrile